3,4-dibutyl-5-(2,4-dimethylphenyl)-3H-1-benzofuran-2-one C(CCC)C1C(OC2=C1C(=C(C=C2)C2=C(C=C(C=C2)C)C)CCCC)=O